OCC(C)(C)NC(=O)[C@@H]1CN(CC[C@H]1NC(=O)C1=NOC(=C1)C1=C(C=C(C=C1)F)F)C1CCCCC1 |o1:8,13| (3R*,4R*)-1-Cyclohexyl-4-{[5-(2,4-difluoro-phenyl)-isoxazole-3-carbonyl]-amino}-piperidine-3-carboxylic acid (2-hydroxy-1,1-dimethyl-ethyl)-amide